4,4-diisopropyl-6-p-nitrophenyl-1,3,5-triazine C(C)(C)C1(NC=NC(=N1)C1=CC=C(C=C1)[N+](=O)[O-])C(C)C